SC(CC=1C(=C(C(C(=O)O)=CC1)C(=O)O)CC(C)S)C.C(CO)O ethylene glycol bis(2-mercaptopropyl)phthalate